(R)-(1-(((2-(dimethylamino)ethyl)(methyl)amino)methyl)-2,2-difluorocyclopropyl)methanol CN(CCN(C)C[C@@]1(C(C1)(F)F)CO)C